4-(Hydroxymethyl)-2-methyl-3-furancarboxylic acid, α-L-Rhamnopyranosyl ester OCC=1C(=C(OC1)C)C(=O)O[C@H]1[C@H](O)[C@H](O)[C@@H](O)[C@@H](O1)C